The molecule is an (omega-1)-hydroxy fatty acid that is (8R)-8-hydroxynonanoic acid in which the 3-pro-R hydrogen is replaced by a hydroxy group. It is an (omega-1)-hydroxy fatty acid, a medium-chain fatty acid, a 3-hydroxy carboxylic acid and a dihydroxy monocarboxylic acid. It derives from an (8R)-8-hydroxynonanoic acid. C[C@H](CCCC[C@H](CC(=O)O)O)O